2-chloro-5-butyl-1,4-naphthoquinone ClC=1C(C2=CC=CC(=C2C(C1)=O)CCCC)=O